9-isobutyl-N-(5-(4-methylpiperazin-1-yl)pyridin-2-yl)isoxazolo[5,4-H]quinazolin-2-amine C(C(C)C)C1=NOC2=CC=C3C=NC(=NC3=C21)NC2=NC=C(C=C2)N2CCN(CC2)C